C(C)(=O)C1(CCCCC1)S(=O)(=O)C1CCCCC1 acetyl-cyclohexanesulphonyl-cyclohexane